1-((3-Cyanophenyl)sulfonyl)-5-cyclohexyl-N,N-dimethyl-piperidine-3-carboxamide C(#N)C=1C=C(C=CC1)S(=O)(=O)N1CC(CC(C1)C1CCCCC1)C(=O)N(C)C